2-((tert-Butoxycarbonyl)(methyl)amino)-3-phenylpropanoic acid C(C)(C)(C)OC(=O)N(C(C(=O)O)CC1=CC=CC=C1)C